4-[4-(5-chloro-2-methylphenyl)piperazinyl]-2-butene-1-amine ClC=1C=CC(=C(C1)N1CCN(CC1)CC=CCN)C